CN(C(C#CC(=O)N1CC(C1)OCC(C(=O)OC(C)(C)C)C(C)C)(C)C)C tert-butyl 2-(((1-(4-(dimethylamino)-4-methylpent-2-ynoyl) azetidin-3-yl)oxy) methyl)-3-methylbutanoate